C12C=CCC2C1 bicyclo[3.1.0]Hex-2-ene